methyl-4-[[4-(trifluoromethyl)phenyl]methyl]pyrazolo[1,5-a]pyridine-3-carboxylate COC(=O)C=1C=NN2C1C(=CC=C2)CC2=CC=C(C=C2)C(F)(F)F